ClC1=CC=2C(C3=CC(=CC=C3C2C=C1)Cl)N1CCN(CC1)C(=O)C=1C=C2C(N(C(C2=CC1)=O)C1C(NC(CC1)=O)=O)=O 5-(4-(2,7-dichloro-9H-fluoren-9-yl)piperazine-1-carbonyl)-2-(2,6-dioxopiperidin-3-yl)isoindoline-1,3-dione